ClC=1C=NC(=C(C(=O)NC2CCC(CC2)CN2C(C(C3=CC=CC=C23)(O)C2=CC(=CC=C2)C(F)F)=O)C1)C(F)F 5-chloro-2-(difluoromethyl)-N-((1r,4r)-4-((3-(3-(difluoromethyl)phenyl)-3-hydroxy-2-oxoindolin-1-yl)methyl)cyclohexyl)nicotinamide